NC=1C=2N(C=CN1)C(=NC2C2=CC=C(C1=CC=CC=C21)NC(=O)NC2=CC(=CC=C2)F)C2(CC2)C 1-(4-(8-amino-3-(1-methylcyclopropyl)imidazo[1,5-a]pyrazin-1-yl)naphthalen-1-yl)-3-(3-fluorophenyl)urea